6-fluoro-N-(6-methylpyridazin-3-yl)-1H-benzimidazol-5-amine FC=1C(=CC2=C(NC=N2)C1)NC=1N=NC(=CC1)C